C[C@H]1N([C@@H](CC1)C)CCCOC=1C(=C(C=CC1)C=1C(=C(C=CC1)C1=CC=C(C=C1)CN)C)C (3''-(3-((2R,5R)-2,5-dimethylpyrrolidin-1-yl)propoxy)-2',2''-dimethyl-[1,1':3',1''-terphenyl]-4-yl)methanamine